(2R)-2-(6-{5-chloro-2-[(oxan-4-yl)amino]pyrimidin-4-yl}-1-oxo-2,3-dihydro-1H-isoindol-2-yl)-N-[(1S)-2-hydroxy-1-(3-methylphenyl)ethyl]propanamide ClC=1C(=NC(=NC1)NC1CCOCC1)C1=CC=C2CN(C(C2=C1)=O)[C@@H](C(=O)N[C@H](CO)C1=CC(=CC=C1)C)C